3-[1-[1-[[2-(4-Chloro-3-fluoro-phenoxy)acetyl]amino]-3-bicyclo[1.1.1]pent-yl]imidazol-4-yl]azetidine-1-carboxylic acid benzyl ester C(C1=CC=CC=C1)OC(=O)N1CC(C1)C=1N=CN(C1)C12CC(C1)(C2)NC(COC2=CC(=C(C=C2)Cl)F)=O